C1(CC1)OC(N[C@@H]1CC[C@H](CC1)C=1SC(=CN1)C1=C(C=C(C=C1)NC=1NC=CN1)S(NCC)(=O)=O)=O Trans-N-[4-[5-[2-(ethylsulfamoyl)-4-(1H-imidazol-2-ylamino)phenyl]thiazol-2-yl]cyclohexyl]carbamic acid cyclopropyl ester